[N+](=O)([O-])C1=CN(C2=CC=CC=C12)C1(CC1)/C=C/C(=O)C1=C(C=CC=C1)C (E)-3-(1-(3-nitro-1H-indol-1-yl)cyclopropyl)-1-(o-tolyl)prop-2-en-1-one